CC1=CSC2=C1N=NC=C2SC 7-methyl-4-(methylthio)thieno[3,2-c]pyridazine